(+/-)-Benzyl ((3-(4-(((3S,4R)-3-fluoro-1-methylpiperidin-4-yl)amino)-1-(2,2,2-trifluoroethyl)-1H-indol-2-yl)-1,2,4-oxadiazol-5-yl)methyl)carbamate F[C@H]1CN(CC[C@H]1NC1=C2C=C(N(C2=CC=C1)CC(F)(F)F)C1=NOC(=N1)CNC(OCC1=CC=CC=C1)=O)C |r|